COC(C(C)N1N=C(C(=C1)[N+](=O)[O-])OC1COC1)=O methyl-2-(4-nitro-3-(oxetan-3-yloxy)-1H-pyrazol-1-yl)propanoate